O=C1NC(CC[C@@H]1N1C(C2=CC=CC(=C2C1)OCC1=CC=C(C=C1)[C@@H](C)N1CCN(CC1)C=1C=CC(NC1)(C(=O)[O-])C#N)=O)=O 5-(4-((R)-1-(4-(((2-((S)-2,6-dioxopiperidin-3-yl)-1-oxoisoindolin-4-yl) oxy) methyl) phenyl) ethyl) piperazin-1-yl)-2-cyanopyridinecarboxylate